N1(CCOCC1)C1=NC(=NC(=C1)OC)NC1=NC=NC2=CC(=C(C=C12)NC(CCCC(=O)OC)=O)OC methyl 5-((4-((4-morpholinyl-6-methoxypyrimidin-2-yl) amino)-7-methoxyquinazolin-6-yl) amino)-5-oxopentanoate